C(C)OC(CN(C)C(CCC(C)C1=C(C=C(C=C1)O)O)=O)=O N-[4-(2,4-dihydroxyphenyl)pentanoyl]-N-methylglycine ethyl ester